[N+](=O)([O-])C1=CC2C(C=C1)O2 4-nitrobenzene oxide